methyl 3-(3-(2-carbamoylbenzofuran-3-yl)phenyl)propanoate C(N)(=O)C=1OC2=C(C1C=1C=C(C=CC1)CCC(=O)OC)C=CC=C2